(Z)-Methyl 1-(N-((6'-(N'-hydroxycarbamimidoyl)-[1,1':3',1''-terphenyl]-4-yl)methyl)pentanamido)cyclohexanecarboxylate O\N=C(/N)\C1=CC=C(C=C1C1=CC=C(C=C1)CN(C(CCCC)=O)C1(CCCCC1)C(=O)OC)C1=CC=CC=C1